C(C)(CC)[Sn](OCCCC)(OCCCC)OCCCC sec-butyltri(butoxy)tin